O.O.O.Cl.S1C=NC(=C1)C(=O)N thiazole-4-carboxamide Hydrochloride trihydrate